COC1=CC2=C(C3=C1NC=N3)C=C(S2)C(=O)OCC ethyl 4-methoxy-3H-thieno[3',2':3,4]benzo[1,2-d]imidazole-7-carboxylate